2-bromo-1-chloro-3-iodo-5-methoxybenzene BrC1=C(C=C(C=C1I)OC)Cl